(3-chloro-4-(4-(trifluoromethyl)phenoxy)piperidin-1-yl)(4-(3-hydroxyoxetan-3-yl)phenyl)methanone ClC1CN(CCC1OC1=CC=C(C=C1)C(F)(F)F)C(=O)C1=CC=C(C=C1)C1(COC1)O